6-bromo-2-chloro-3-nitropyridin BrC1=CC=C(C(=N1)Cl)[N+](=O)[O-]